FC=1C=C2C(=NC1)NC=C2C=2N=C(C1=C(N2)N(C=C1)C(C)C)NC1C(C2CCC1CC2)C(=O)O (+/-)-trans-3-((2-(5-fluoro-1H-pyrrolo[2,3-b]pyridin-3-yl)-7-isopropyl-7H-pyrrolo[2,3-d]pyrimidin-4-yl)amino)bicyclo[2.2.2]octane-2-carboxylic acid